Propyloxadiazine C(CC)C1=NNOC=C1